2-[2,3-difluoro-4-(fluoromethoxy)phenyl]-4,4,5,5-tetramethyl-1,3,2-dioxaborolane FC1=C(C=CC(=C1F)OCF)B1OC(C(O1)(C)C)(C)C